1-adamantyl acrylate C(C=C)(=O)OC12CC3CC(CC(C1)C3)C2